(R)-N-(1-cyanopyrrolidin-3-yl)-N-methyl-6-(1-methyl-1H-pyrazol-4-yl)-1H-benzo[d]imidazole-2-carboxamide C(#N)N1C[C@@H](CC1)N(C(=O)C1=NC2=C(N1)C=C(C=C2)C=2C=NN(C2)C)C